N-(3-methylbenzyl)propan-1-amine hydrochloride Cl.CC=1C=C(CNCCC)C=CC1